3-(propan-2-yloxy)propan-1-amine CC(C)OCCCN